8-((4-bromo-2-fluorophenyl)amino)-2-cyclopropyl-7-methyl-3,4-dihydro-2,7-naphthyridine-1,6(2H,7H)-dione BrC1=CC(=C(C=C1)NC=1N(C(C=C2CCN(C(C12)=O)C1CC1)=O)C)F